C1=CC=CC=2C3=CC=CC=C3C(C12)COC(=O)N([C@H](C(=O)O)CCC1=CC=CC=C1)C (2S)-2-[9H-fluoren-9-ylmethoxycarbonyl(methyl)amino]-4-phenyl-butanoic acid